CN(C/C=C/C1=CC(=C(OCCCC2=C(N=C(S2)NC(C)=O)C(=O)OCC)C=C1)F)C ethyl 5-(3-{4-[(1E)-3-(dimethylamino)prop-1-en-1-yl]-2-fluorophenoxy}propyl)-2-acetamido-1,3-thiazole-4-carboxylate